(1R,3S,5R)-3-(8-fluoroquinoxalin-5-yl)-5-methylcyclohexylamine FC=1C=CC(=C2N=CC=NC12)[C@@H]1C[C@@H](C[C@@H](C1)C)N